racemic-ethyl (2RS)-2-{[(E)-{2-chloro-5-[4-(1,1-difluoroethyl)-3-methyl-2,6-dioxo-3,6-dihydropyrimidin-1(2H)-yl]-4-fluorobenzylidene}amino]oxy}propanoate ClC1=C(\C=N\O[C@@H](C(=O)OCC)C)C=C(C(=C1)F)N1C(N(C(=CC1=O)C(C)(F)F)C)=O |r|